ClC1=NC=CC(=C1C=1C=C2CN(CC2=CC1)C(CN1N=C(N=C1)C#N)=O)F 1-(2-(5-(2-chloro-4-fluoropyridin-3-yl)isoindolin-2-yl)-2-oxoethyl)-1H-1,2,4-triazole-3-carbonitrile